COC([C@H]1N(CCC1)CC=1C(=CC2=C(N=C(O2)C=2C(=C(C=CC2)C2=C(C(=CC=C2)C=2OC3=C(N2)C=C(C=C3C#N)CO)C)C)C1)OC(F)F)=O ((2-(3'-(7-cyano-5-(hydroxymethyl)benzo[d]oxazol-2-yl)-2,2'-dimethyl-[1,1'-biphenyl]-3-yl)-6-(difluoromethoxy)benzo[d]oxazol-5-yl)methyl)-L-proline methyl ester